C1(C=CC(N1C1=CC=C(OC2=CC=C(C=C2)C(=O)C2=CC=C(C=C2)OC2=CC=C(C=C2)N2C(C=CC2=O)=O)C=C1)=O)=O bis(4-(4-maleimidophenoxy) phenyl) ketone